2-[6-methyl-2-(trifluoromethyl)pyrimidin-4-yl]-6-[1-(2,2,2-trifluoroethyl)-1H-pyrazolo[3,4-b]pyrazin-6-yl]-2,6-diazaspiro[3.4]octane CC1=CC(=NC(=N1)C(F)(F)F)N1CC2(C1)CN(CC2)C2=CN=C1C(=N2)N(N=C1)CC(F)(F)F